2-methoxy-5-(1-methyl-1H-pyrazol-4-yl)-4-(9-(piperazin-1-yl)-3-azaspiro[5.5]undec-3-yl)aniline COC1=C(N)C=C(C(=C1)N1CCC2(CC1)CCC(CC2)N2CCNCC2)C=2C=NN(C2)C